{9-[(3-methylphenyl)methyl]-5-carbamoylcarbazol-4-yl}oxyacetic acid CC=1C=C(C=CC1)CN1C2=CC=CC(=C2C=2C(=CC=CC12)OCC(=O)O)C(N)=O